IC=1SC=2C=CSC2C1 3-iodo-2,6-dithiabicyclo[3.3.0]octa-1(5),3,7-triene